FC(C=1C=C(C#N)C=CC1OC1=C(C=CC=C1)C(F)(F)F)(F)F 3-(trifluoromethyl)-4-(2-(trifluoromethyl)phenoxy)benzonitrile